C1(=CC=CC=C1)P([O-])(=O)C(C1=C(C=C(C=C1C)C)C)=O Phenyl-2,4,6-trimethylbenzoylphosphinat